ClC=1C=C(C=CC1)[C@@H]1[C@H](C1)C(=O)NC1=NC=CC(=C1)NCC=1N=C2N(C=C(C=C2CCNC)C2CC2)C1 (1S,2S)-2-(3-chlorophenyl)-N-(4-(((6-cyclopropyl-8-(2-(methylamino)ethyl)imidazo-[1,2-a]pyridin-2-yl)methyl)amino)pyridin-2-yl)cyclopropane-1-carboxamide